2-(2-aminothiazol-4-yl)-2-oxoacetic acid NC=1SC=C(N1)C(C(=O)O)=O